FC(C=1C=CC=2N(N1)C(=CN2)C2=CC(=NC=C2)N2CC(CC(C2)O)CNS(=O)(=O)C)F N-((1-(4-(6-(Difluoromethyl)imidazo[1,2-b]pyridazin-3-yl)pyridin-2-yl)-5-hydroxypiperidin-3-yl)methyl)methanesulfonamide